(E)-1-(tetrahydro-2H-pyran-2-yl)-1H-pyrazole-4-carbaldehyde oxime O1C(CCCC1)N1N=CC(=C1)/C=N/O